FC=1C(=CC=C2C=CN(C(C12)=O)C(C(=O)O)C1=CC=CC=C1)C1=CC=C(C=C1)C1CCN(CC1)C 2-(8-Fluoro-7-(4-(1-methylpiperidin-4-yl)phenyl)-1-oxoisoquinolin-2(1H)-yl)-2-phenylacetic acid